C(C1CO1)C=C(C(=O)O)C.OC(COC(C(=C)C)=O)CO 2-methyl-2-propenoic acid-2,3-dihydroxypropyl ester (Glycidyl methacrylate)